S(=O)(=O)(O)O.NC(S)=N.NC(S)=N isothiourea hemisulphate